3-methyl-1-[3-(4,4,5,5-tetramethyl-1,3,2-dioxaborolan-2-yl)-1-(2-trimethylsilylethoxymethyl)indol-6-yl]sulfonyl-pyrrolidin-3-ol CC1(CN(CC1)S(=O)(=O)C1=CC=C2C(=CN(C2=C1)COCC[Si](C)(C)C)B1OC(C(O1)(C)C)(C)C)O